BrC1=C(C=C2CN(C(C2=C1)=O)C1CNCCC1)CN(C)C1CCN(CC1)C1=NC(=CC=C1)C1=CN=C2N1N=C(C=C2)N2[C@H](CCC2)C2=CC(=CC=C2)F 3-(6-bromo-5-(((1-(6-(6-((R)-2-(3-fluorophenyl)pyrrolidin-1-yl)imidazo[1,2-b]Pyridazin-3-yl)pyridin-2-yl)piperidin-4-yl)(methyl)amino)methyl)-1-oxoisoindoline-2-yl)piperidine